(R)-3-methyl-morpholine C[C@H]1NCCOC1